The molecule is product of the enzymatic hydroxylation of 4a of 7-chlorotetracycline (chebi:133598). Depicted in fig. 4 of the reference It is an organic molecular entity and a (1S,10aS)-3-(CONH2)-1-(Me2N)-3,3a,4,6-(HO)4-2,5-dioxo-1H,10aH,11H,11aH-cyclopenta[b]anthracene. C[C@@]1([C@H]2CC3[C@@H](C(=O)C(C3(C(=O)C2=C(C4=C(C=CC(=C41)Cl)O)[O-])O)(C(=O)N)O)N(C)C)O